2-geranyl-5-pentylbenzene-1,3-diol C(\C=C(/C)\CCC=C(C)C)C1=C(C=C(C=C1O)CCCCC)O